N-((2-chloro-1,6-naphthyridin-7-yl)methyl)-4-methyl-3-(methylsulfonyl)benzamide ClC1=NC2=CC(=NC=C2C=C1)CNC(C1=CC(=C(C=C1)C)S(=O)(=O)C)=O